2-(3,6-Diazabicyclo[3.1.1]heptan-6-yl)-5-(4-chloro-2-methyl-2H-indazol-5-yl)-3-methyl-3,7-dihydro-4H-pyrrolo[2,3-d]pyrimidin-4-one C12CNCC(N1C=1N(C(C3=C(N1)NC=C3C3=C(C1=CN(N=C1C=C3)C)Cl)=O)C)C2